FC(C1=NN=C(O1)C=1C=CC(=NC1)CN1C(N(C2=C1C=C(C(=C2)C2=C1C=CNC1=CC=C2)F)C)=O)F 1-((5-(5-(difluoromethyl)-1,3,4-oxadiazol-2-yl)pyridin-2-yl)methyl)-6-fluoro-5-(1H-indol-4-yl)-3-methyl-1,3-dihydro-2H-benzo[d]imidazol-2-one